1-(naphthalen-1-yl)-1H-indole C1(=CC=CC2=CC=CC=C12)N1C=CC2=CC=CC=C12